aluminum(III) methyl phosphate P(=O)(OC)([O-])[O-].[Al+3].COP(=O)([O-])[O-].COP(=O)([O-])[O-].[Al+3]